4-((3-((4-((3-ethynylphenyl)amino)quinazolin-6-yl)amino)-3-oxopropyl)carbamoyl)benzoate C(#C)C=1C=C(C=CC1)NC1=NC=NC2=CC=C(C=C12)NC(CCNC(=O)C1=CC=C(C(=O)[O-])C=C1)=O